(R)-quinuclidin-3-yl 2-hydroxy-2-(3-((4-(((R)-2-hydroxy-2-(8-hydroxy-2-oxo-1,2-dihydroquinolin-5-yl)ethyl)amino)butyl)carbamoyl)phenyl)-2-phenylacetate diformate C(=O)O.C(=O)O.OC(C(=O)O[C@H]1CN2CCC1CC2)(C2=CC=CC=C2)C2=CC(=CC=C2)C(NCCCCNC[C@@H](C2=C1C=CC(NC1=C(C=C2)O)=O)O)=O